N1C(=NC=C1)C1CN(C1)C(C)=O 1-[3-(1H-imidazol-2-yl)azetidin-1-yl]ethanone